C(C)C(C(CC(=O)[O-])=O)CC.C(C)(C)O[Ti+2]OC(C)C.C(C)C(C(CC(=O)[O-])=O)CC di-iso-propoxytitanium bisethyl-acetoacetate